(R)-4,4,4-trifluoro-N-(1-(1-((2-(trimethylsilyl)ethoxy)methyl)-1H-benzo[d]imidazol-5-yl)ethyl)butanamide FC(CCC(=O)N[C@H](C)C1=CC2=C(N(C=N2)COCC[Si](C)(C)C)C=C1)(F)F